C(#N)C1(CC1)NC(=O)[C@H]1N(C[C@@H](C1)S(=O)(=O)C1=C(C=C(C=C1)Br)C(F)(F)F)C(=O)C1(CC1)C(F)(F)F (2S,4R)-4-(4-bromo-2-trifluoromethyl-benzenesulfonyl)-1-(1-trifluoromethyl-cyclopropanecarbonyl)-pyrrolidine-2-carboxylic acid (1-cyano-cyclopropyl)-amide